Bis(2-(4-(4,6-diphenyl-1,3,5-triazin-2-yl)-3-hydroxyphenoxy) ethyl) adipate C(CCCCC(=O)OCCOC1=CC(=C(C=C1)C1=NC(=NC(=N1)C1=CC=CC=C1)C1=CC=CC=C1)O)(=O)OCCOC1=CC(=C(C=C1)C1=NC(=NC(=N1)C1=CC=CC=C1)C1=CC=CC=C1)O